8-anilinonaphthalene-1-sulfonic acid, sodium salt [Na+].N(C1=CC=CC=C1)C=1C=CC=C2C=CC=C(C12)S(=O)(=O)[O-]